6-methyl-N-(methyl)quinolinium bromide [Br-].CC=1C=C2C=CC=[N+](C2=CC1)C